COC(=O)C1=CC2=C(N=C(N2C[C@H]2OCC2)CN2[C@H](CN(CC2)C2=NC(=CC=C2)OCC2=C(C=C(C=C2)C#N)F)C)S1 methyl-2-(((S)-4-(6-((4-cyano-2-fluorobenzyl)oxy)pyridin-2-yl)-2-methylpiperazin-1-yl)methyl)-1-(((S)-oxetan-2-yl)methyl)-1H-thieno[2,3-d]imidazole-5-carboxylate